Dimethyl (3,3-dimethyl-2-oxoheptyl)phosphonate CC(C(CP(OC)(OC)=O)=O)(CCCC)C